(S)-4-(3-Fluorobenzyl)-N-(5-methyl-4-oxo-7-(2-oxo-2-(pyridin-3-yl)ethoxy)-2,3,4,5-tetrahydrobenzo[b][1,4]oxazepin-3-yl)-1H-pyrazole-1-carboxamide FC=1C=C(CC=2C=NN(C2)C(=O)N[C@@H]2C(N(C3=C(OC2)C=CC(=C3)OCC(C=3C=NC=CC3)=O)C)=O)C=CC1